Tert-butyl 6-[4-[7-chloro-2-[1-(6,7-dihydro-5H-pyrrolo[1,2-c]imidazol-1-yl)-2-ethoxy-2-oxo-ethyl]-3-oxo-isoindolin-5-yl] phenyl]-2,6-diazaspiro[3.3]heptane-2-carboxylate ClC=1C=C(C=C2C(N(CC12)C(C(=O)OCC)C1=C2N(C=N1)CCC2)=O)C2=CC=C(C=C2)N2CC1(CN(C1)C(=O)OC(C)(C)C)C2